NC1=C(C=CC(=C1)C(F)(F)F)NC(C1=CC(=CC=C1)Br)=O N-(2-amino-4-(trifluoromethyl)phenyl)-3-bromobenzamide